7-bromo-N-(5-fluoroquinolin-6-yl)-5-((1-methylpiperidin-4-yl)oxy)quinazolin-4-amine BrC1=CC(=C2C(=NC=NC2=C1)NC=1C(=C2C=CC=NC2=CC1)F)OC1CCN(CC1)C